isopropyl-2,3-dihydroquinazolin-4(1H)-one C(C)(C)N1CNC(C2=CC=CC=C12)=O